C(#N)C1=CC=C(C=C1)C1=CC=C(C=C1)C1=CC=C(C=C1)C 4-cyano-4''-methyl-p-terphenyl